((5aS,6S,9R)-2-(5-Amino-4-fluoro-3-methyl-2-(trifluoromethyl)phenyl)-1-fluoro-5a,6,7,8,9,10-hexahydro-5H-4-oxa-3,10a,11,13,14-pentaaza-6,9-methanonaphtho[1,8-ab]heptalen-5-yl)methanol NC=1C(=C(C(=C(C1)C=1C(=C2N=CN=C3C2=C(OC([C@@H]2[C@@H]4CC[C@H](CN32)N4)CO)N1)F)C(F)(F)F)C)F